Tert-butyl (3-exo)-3-(methylamino)-8-azabicyclo[3.2.1]octane-8-carboxylate CNC1CC2CCC(C1)N2C(=O)OC(C)(C)C